NC1=CC=C(C=C1)SC1=CC(=C(N)C=C1)C(C)C 4-((4-aminophenyl)thio)-2-isopropylaniline